tert-butyl ((cis)-3-((6-chloro-3-iodopyrazolo[1,5-a]pyrazin-4-yl)oxy)-3-methylcyclobutyl)carbamate ClC=1N=C(C=2N(C1)N=CC2I)OC2(CC(C2)NC(OC(C)(C)C)=O)C